N[C@@H]1CN(CC12CC2)C=2N=CC(=NC2)C(=O)NC=2C=C(C=1N(C2)C=C(N1)C)F (S)-5-(7-amino-5-azaspiro[2.4]heptan-5-yl)-N-(8-fluoro-2-methylimidazo[1,2-a]pyridin-6-yl)pyrazine-2-carboxamide